ethyl (E)-1-methyl-4-(phenyldiazenyl)-3-(tetrahydro-2H-pyran-4-yl)-1H-pyrazole-5-carboxylate CN1N=C(C(=C1C(=O)OCC)\N=N\C1=CC=CC=C1)C1CCOCC1